Cl.C(C1=CC=CC=C1)N1C=C2C(=CC1=O)CCN2 6-Benzyl-1,2,3,6-tetrahydro-pyrrolo[2,3-c]pyridin-5-one, Hydrochloride